OCCN1C[C@H](N(CC1)CC1=C2C=CNC2=C(C=C1OC)C)C1=CC=C(C(=O)O)C=C1 (R)-4-(4-(2-hydroxyethyl)-1-((5-methoxy-7-methyl-1H-indol-4-yl)methyl)piperazin-2-yl)benzoic acid